FC1=CC=CC=2C3=CC=CC=C3C(C12)(C)C 1-fluoro-9,9-dimethylfluorene